4-hexyl-2,2-dioxo-1,3,2-dioxathiolane C(CCCCC)C1OS(OC1)(=O)=O